tert-butyl 3-[7-[3-[tert-butyl(dimethyl)silyl]oxy-1-naphthyl]-8-fluoro-2-[[(2S)-1-methylpyrrolidin-2-yl]methoxy]-6-vinyl-quinazolin-4-yl]-3,8-diazabicyclo[3.2.1]octane-8-carboxylate [Si](C)(C)(C(C)(C)C)OC=1C=C(C2=CC=CC=C2C1)C1=C(C=C2C(=NC(=NC2=C1F)OC[C@H]1N(CCC1)C)N1CC2CCC(C1)N2C(=O)OC(C)(C)C)C=C